BrC1=CC=C(C=C1)[C@@H]1[C@H]([C@@H](CCC1)C=O)C(=O)OCC1=CC=CC=C1 |r| rac-benzyl (1R,2S,6R)-2-(4-bromophenyl)-6-formylcyclohexane-1-carboxylate